ON(C(=N)NS(=O)(=O)C=1C=NC=CC1NC1=CC(=CC=C1)C)C(C)C hydroxy-N'-({4-[(3-methylphenyl)amino]pyridin-3-yl}sulfonyl)-N-(propan-2-yl)guanidine